4-(benzylamino)-3-cyano-benzoic acid methyl ester COC(C1=CC(=C(C=C1)NCC1=CC=CC=C1)C#N)=O